BrC1=CC=C(C=C1)C1(C[C@@H]2[C@@H](CN(C2)C(=O)OC(C)(C)C)C1)O cis-tert-butyl (3aR,6aS)-5-(4-bromophenyl)-5-hydroxyhexahydrocyclopenta[c]pyrrole-2(1H)-carboxylate